FC(C1CC(=NO1)CNC(=O)C1=NC=CC2=CC=CC=C12)C1=CC=CC=C1 5-(fluoro(phenyl)methyl)-3-((isoquinoline-1-carboxamido)methyl)-4,5-dihydroisoxazole